CC1(CNC1)O 3-methylazetidine-3-ol